ClC=1C=CC=C2C=CC=C(C12)C1=C(C=2N=C(N=C(C2C=N1)N(C)CC1CN(C1)C(=O)OC(C)(C)C)OC[C@]12CCCN2C[C@@H](C1)F)F tert-butyl 3-(((7-(8-chloronaphthalen-1-yl)-8-fluoro-2-(((2R,7aS)-2-fluorohexahydro-1H-pyrrolizin-7a-yl)methoxy)pyrido[4,3-d]pyrimidin-4-yl)(methyl)amino)methyl)azetidine-1-carboxylate